[Cl-].C(C=C)(=O)C(C1=CC=CC=C1)[N+](C)(C)CCN acryloyl-aminoethyl-dimethyl-benzyl-ammonium chloride